OC1(C2=CC=CC=C2C=2C=CC=C(C12)C1=CC=CC=C1)O 9,9-dihydroxyphenylfluorene